2-(3-Nitrophenyl)pyridine [N+](=O)([O-])C=1C=C(C=CC1)C1=NC=CC=C1